2-[(2R)-2-amino-3-methoxypropyl]-3-bromo-5-chloro-N-[(furan-2-yl)methyl]thieno[3,2-b]pyridin-7-amine dihydrochloride Cl.Cl.N[C@H](CC1=C(C2=NC(=CC(=C2S1)NCC=1OC=CC1)Cl)Br)COC